2-N-[2-(4-formylcyclohexyl)-6-methoxy-indazol-5-yl]-6-(pentafluoro-sulfanyl)pyridine-2-carboxamide C(=O)C1CCC(CC1)N1N=C2C=C(C(=CC2=C1)NC(=O)C1=NC(=CC=C1)S(F)(F)(F)(F)F)OC